7-(6-(((1R,2R,3S,5S)-2-fluoro-8-azabicyclo[3.2.1]octan-3-yl)(methyl)amino)-1,2,4-triazin-3-yl)isoquinolin-6-ol F[C@@H]1[C@H]2CC[C@@H](C[C@@H]1N(C1=CN=C(N=N1)C1=C(C=C3C=CN=CC3=C1)O)C)N2